6-(1H-1,2,4-triazol-1-yl)pyridin-3-amine N1(N=CN=C1)C1=CC=C(C=N1)N